7-Fluoro-3H-spiro[benzo[b][1,4]dioxine-2,1'-cyclopropane]-5-amine FC=1C=C(C2=C(OC3(CC3)CO2)C1)N